2-amino-3-(3-fluoro-5-(3-methyl-2-oxo-2,3-dihydrobenzo[d]oxazol-5-yl)thiophen-2-yl)propane-nitrile NC(C#N)CC=1SC(=CC1F)C=1C=CC2=C(N(C(O2)=O)C)C1